2-(3-Fluorophenyl)-N-[(2S)-1-hydroxypropan-2-yl]-6-(5-methylpyridin-2-yl)-3-oxo-2,3-dihydropyridazin-4-carboxamid FC=1C=C(C=CC1)N1N=C(C=C(C1=O)C(=O)N[C@H](CO)C)C1=NC=C(C=C1)C